tert-butyl-(2R,4R)-4-((6-((1-(tert-butyl)-3-methyl-1H-pyrazol-5-yl) amino)-5-fluoropyridin-2-yl) methyl)-1-(3-chloro-2-fluorobenzyl)-2-methylpiperidine-4-carboxylate C(C)(C)(C)OC(=O)[C@]1(C[C@H](N(CC1)CC1=C(C(=CC=C1)Cl)F)C)CC1=NC(=C(C=C1)F)NC1=CC(=NN1C(C)(C)C)C